tert-butyl ((S)-3-methoxy-1-(((S)-1-((naphthalen-1-ylmethyl)amino)-1-oxopropan-2-yl)amino)-1-oxopropan-2-yl)carbamate COC[C@@H](C(=O)N[C@H](C(=O)NCC1=CC=CC2=CC=CC=C12)C)NC(OC(C)(C)C)=O